1-(4-(2-methyl-4-((6-(trifluoromethyl)pyridin-3-yl)oxy)pyrimidin-5-yl)piperidin-1-yl)prop-2-en-1-one CC1=NC=C(C(=N1)OC=1C=NC(=CC1)C(F)(F)F)C1CCN(CC1)C(C=C)=O